N-[4-(3-cyanophenyl)-5-(2,6-dimethyl-4-pyridinyl)thiazol-2-yl]-3-hydroxy-3-methyl-azetidine-1-carboxamide C(#N)C=1C=C(C=CC1)C=1N=C(SC1C1=CC(=NC(=C1)C)C)NC(=O)N1CC(C1)(C)O